methyl (1R,2S,5S)-3-((S)-2-(((benzyloxy) carbonyl) amino)-3,3-dimethylbutyryl)-6,6-dimethyl-3-azabicyclo[3.1.0]hexane-2-carboxylate C(C1=CC=CC=C1)OC(=O)N[C@H](C(=O)N1[C@@H]([C@H]2C([C@H]2C1)(C)C)C(=O)OC)C(C)(C)C